FC(C1=CC(=NC=C1)C(=O)N1C=2C=CC(=NC2CCC1)C(C)NC(C1=CC=C(C=C1)F)=O)F N-(1-(5-(4-(difluoromethyl)picolinoyl)-5,6,7,8-tetrahydro-1,5-naphthyridin-2-yl)ethyl)-4-fluorobenzamide